C(C1=CC=CC=C1)NC(C(CCCNC(CCl)=N)N1N=NC(=C1)C1=C(C=CC=C1)F)=O N-benzyl-5-(2-chloroacetimidamido)-2-(4-(2-fluorophenyl)-1H-1,2,3-triazol-1-yl)pentanamide